BrC1=C(C(=CC=C1C(F)(F)F)F)NC(C(C)(C)C)=O N-(2-bromo-6-fluoro-3-trifluoromethyl-phenyl)-2,2-dimethyl-propionamide